[Cl-].C(CCCCCCCCCCCCCCCCC)[N+](CCC(C)[Si](OCC)(OCC)OCC)(C)C octadecyl-dimethyl-(3-triethoxysilylbutyl)ammonium chloride